oxo-carbon O=[C]